6-(1H-imidazol-1-yl)-4-methyl-N-(1-((tetrahydrofuran-3-yl)sulfonyl)piperidin-4-yl)picolinamide N1(C=NC=C1)C1=CC(=CC(=N1)C(=O)NC1CCN(CC1)S(=O)(=O)C1COCC1)C